ClC=1C=C(C=CC1)C1OP(OCC1)(CC1=CC=C(C=C1)CN1C2=CC=C(C=C2C=2C=C(C=CC12)OC)OC)=O 4-(3-chlorophenyl)-2-(4-((3,6-dimethoxy-9H-carbazole-9-yl)methyl)benzyl)-1,3,2-dioxaphosphorinane 2-oxide